ClC1=CC(=C(C=C1F)C1CCN(CC1)C(=O)OC(C)(C)C)F tert-butyl 4-(4-chloro-2,5-difluorophenyl)piperidine-1-carboxylate